N=1C=CN2C1SC1=C2C=CC(=C1)C(=O)O benzo[d]imidazo[2,1-b]thiazole-7-carboxylic acid